NC1=CC=C(C=C1)C(CC(C)(C)C)(C)C1=CC=C(C=C1)N 2,2-bis(4-aminophenyl)tertiary butyl-propane